O[C@@]12[C@@](OC=3C=NC=C(C31)OC)([C@@H]([C@H]([C@H]2O)CNCC(C)(C)O)C2=CC=CC=C2)C2=CC=C(C#N)C=C2 4-((4bS,5R,6S,7S,7aR)-4b,5-dihydroxy-6-(((2-hydroxy-2-methylpropyl)amino)methyl)-4-methoxy-7-phenyl-4b,5,6,7-tetrahydro-7aH-cyclopenta[4,5]furo[2,3-c]pyridin-7a-yl)benzonitrile